2-((1S,2R)-2-methoxycyclopentyl)-6-vinylquinoline CO[C@H]1[C@@H](CCC1)C1=NC2=CC=C(C=C2C=C1)C=C